(3-bromo-4-methylphenyl)-3,3-difluoro-2-hydroxypropionamide BrC=1C=C(C=CC1C)C(C(=O)N)(C(F)F)O